ClC=1C=C(C=CC1F)N(C(=O)C1N(C(OC1)=S)C1=NC(=CC(=C1)C(F)(F)F)C)C N-(3-chloro-4-fluorophenyl)-N-methyl-3-(6-methyl-4-trifluoromethylpyridin-2-yl)-2-thioxooxazolidine-4-carboxamide